C(C1=CC=CC=C1)C1=C(OC=2C(=NC=NC2)N2CC3(CCN(C3)CC3=CC4=C(NC(N4)=O)C=C3)CC2)C=CC(=C1)F 5-((7-(5-(2-benzyl-4-fluorophenoxy)pyrimidin-4-yl)-2,7-diazaspiro[4.4]non-2-yl)methyl)-1,3-dihydro-2H-benzo[d]imidazol-2-one